N-((2-(6-(3-cyanoazetidin-1-yl)pyridin-2-yl)-1,6-naphthyridin-7-yl)methyl)-3-((fluoromethyl)sulfonyl)benzofuran-5-carboxamide C(#N)C1CN(C1)C1=CC=CC(=N1)C1=NC2=CC(=NC=C2C=C1)CNC(=O)C=1C=CC2=C(C(=CO2)S(=O)(=O)CF)C1